COCC1CNC1 3-(methoxymethyl)azetidine